O1CCC(CC1)S(=O)(=O)C1CCOCC1 (tetrahydro-2H-pyran-4-yl) sulfone